2-(1H-imidazol-1-yl)-8-(((1r,4r)-4-(2-methoxyethoxy)cyclohexyl)amino)-5-methylpyrido[3,2-d]pyrimidin-6(5H)-one N1(C=NC=C1)C=1N=CC2=C(N1)C(=CC(N2C)=O)NC2CCC(CC2)OCCOC